(4-bromothiazol-2-yl)-5-(4-((tert-butyldimethylsilyl)oxy)piperidin-1-yl)picolinamide BrC=1N=C(SC1)C=1C(=NC=C(C1)N1CCC(CC1)O[Si](C)(C)C(C)(C)C)C(=O)N